O1C(COCC1)COC1=CC(NC(=N1)C1=CC=C(C=C1)C=1C=NC(=CC1)C)=O 6-((1,4-dioxan-2-yl)methoxy)-2-(4-(6-methylpyridin-3-yl)phenyl)pyrimidin-4(3H)-one